BrC=1C=C2C(=NN(C2=CC1)COCC[Si](C)(C)C)\C=C\C1=NC=CC=C1 (E)-5-bromo-3-(2-(pyridin-2-yl)vinyl)-1-((2-(trimethylsilyl)ethoxy)methyl)-1H-indazole